C1NCC[C@@H]2C=3C1=CC=CC3C3(CC2)CC3 (R)-2',3',4',4a',5',6'-hexahydro-1'H-spiro[cyclopropane-1,7'-naphtho[1,8-cd]azepine]